NC1=CC=C2C(=N1)CC[C@H]2NC([C@H](C)NC(=O)[C@@H]2NCC(C2)C(C2=CC=C(C=C2)F)(F)F)=O (2R)-N-((S)-1-(((R)-2-amino-6,7-dihydro-5H-cyclopenta[b]pyridin-5-yl)amino)-1-oxopropan-2-yl)-4-(difluoro(4-fluorophenyl)methyl)pyrrolidine-2-carboxamide